glyceryl monothiolactate C(C(O)C)(=S)OCC(O)CO